O=C1NC(CCC1N1C(C2=CC=CC(=C2C1=O)NCCOCCN1CC2(CN(C2)C(=O)OC(C)(C)C)C1)=O)=O Tert-butyl 6-[2-[2-[[2-(2,6-dioxo-3-piperidyl)-1,3-dioxo-isoindolin-4-yl]amino]ethoxy] ethyl]-2,6-diazaspiro[3.3]heptane-2-carboxylate